(R)-3-((R,E)-4-(but-3-en-1-yl)-2-((t-butoxycarbonyl)imino)-4-ethyl-6-oxotetrahydropyrimidin-1(2H)-yl)-1,1-difluoro-2,3-dihydro-1H-indene-5-carboxylic acid C(CC=C)[C@]1(N\C(\N(C(C1)=O)[C@@H]1CC(C2=CC=C(C=C12)C(=O)O)(F)F)=N/C(=O)OC(C)(C)C)CC